tri[2,4-di-tert-butylphenyl] phosphite P(OC1=C(C=C(C=C1)C(C)(C)C)C(C)(C)C)(OC1=C(C=C(C=C1)C(C)(C)C)C(C)(C)C)OC1=C(C=C(C=C1)C(C)(C)C)C(C)(C)C